7H-pyrrolo[2,3-d]pyrimidine hydrochloride Cl.N1=CN=CC2=C1NC=C2